N-cyclopropyl-4-[[5-[5-(2-hydroxy-2-methyl-propoxy)-2-methyl-4-pyridyl]pyrazolo[1,5-a]pyridin-2-yl]amino]-2-methoxy-benzamide C1(CC1)NC(C1=C(C=C(C=C1)NC1=NN2C(C=C(C=C2)C2=CC(=NC=C2OCC(C)(C)O)C)=C1)OC)=O